benzyl N-[2-(7-{[(1r,4r)-4-{5-[6-(1,1-difluoroethyl)pyridine-2-amido]-6-methoxy-2H-indazol-2-yl}cyclohexyl]methyl}-7-azaspiro[3.5]nonan-2-yl)ethyl]carbamate FC(C)(F)C1=CC=CC(=N1)C(=O)NC1=CC2=CN(N=C2C=C1OC)C1CCC(CC1)CN1CCC2(CC(C2)CCNC(OCC2=CC=CC=C2)=O)CC1